C(C)N1N=C2C(=CC=C(C2=C1)N1C[C@@H](NCC1)CO)C(=O)NC=1C=C(C=2N(C1)C=C(N2)C)F (R)-2-ethyl-N-(8-fluoro-2-methylimidazo[1,2-a]pyridin-6-yl)-4-(3-(hydroxymethyl)piperazin-1-yl)-2H-indazole-7-carboxamide